FC1=CC=C(C=C1)C=1C=C2C(=NC=NC2=C(C1)S(=O)(=O)N1CCOCC1)O 6-(4-Fluorophenyl)-8-(morpholinosulfonyl)quinazolin-4-ol